5-Amino-3-(4-(2-((3,5-bis(trifluoromethyl)phenyl)amino)-2-oxoethyl)phenyl)-1-isopropyl-1H-pyrazole-4-carboxamide NC1=C(C(=NN1C(C)C)C1=CC=C(C=C1)CC(=O)NC1=CC(=CC(=C1)C(F)(F)F)C(F)(F)F)C(=O)N